CC1(C(C(C1=O)(CC(C)C)C)=O)CC(C)C 2,4-dimethyl-2,4-diisobutylcyclobutane-1,3-dione